FC1=CC=C(C=C1)NC1=CC(=NC(=N1)S(=O)(=O)C)N1CCN(CC1)C(=O)OC(C)(C)C tert-butyl 4-(6-(4-fluorophenylamino)-2-(methylsulfonyl)pyrimidin-4-yl)piperazine-1-carboxylate